N-hydroxy-tetramethyl-piperidine ON1C(C(CCC1)(C)C)(C)C